4-ethynyl-N-((1S,2R)-2-(6-fluoro-2,3-dimethylphenyl)-1-(5-oxo-4,5-dihydro-1,3,4-oxadiazol-2-yl)propyl)piperidine-1-sulfonamide C(#C)C1CCN(CC1)S(=O)(=O)N[C@@H]([C@H](C)C1=C(C(=CC=C1F)C)C)C=1OC(NN1)=O